C(C)NC1=CC(=CC(=N1)C=1C(NC=C(C1)C(F)(F)F)=O)C1=C(C=NN1C)C1=NN=CN1C 6-(ethylamino)-4-(1-methyl-4-(4-methyl-4H-1,2,4-triazol-3-yl)-1H-pyrazol-5-yl)-5'-(trifluoromethyl)-[2,3'-bipyridine]-2'(1'h)-one